(S)-6-(7'-(3,5-difluorophenyl)-1'-oxodihydro-1'H,3'H,5'H-spiro[piperidine-4,2'-pyrazolo[1,2-a]pyrazol]-1-yl)picolinonitrile FC=1C=C(C=C(C1)F)[C@@H]1CCN2N1C(C1(C2)CCN(CC1)C1=CC=CC(=N1)C#N)=O